trans-1,1'-(1,4-cyclohexandiyl)dipyrrolidinium diiodide [I-].[I-].[C@H]1(CC[C@H](CC1)[NH+]1CCCC1)[NH+]1CCCC1